C(CCCCCCCC=C)OC(\C=C\C1=C(C=CC=C1)O)=O 3-(2-hydroxyphenyl)acrylic acid (E)-dec-9-en-1-yl ester